C1(=CC=CC=C1)C1=NC(=NC(=N1)C1=CC=CC=C1)C1=CC=CC=C1 triphenyl-sym-triazine